8-[[(3,4,6-tri-O-acetyl-2-acetamido-2-deoxy-β-D-galactopyranosyl)]oxy]-3,6-dioxooctanoic acid C(C)(=O)O[C@@H]1[C@H]([C@@H](O[C@@H]([C@@H]1OC(C)=O)COC(C)=O)OCCC(CCC(CC(=O)O)=O)=O)NC(C)=O